[(1S,2S)-2-(2-fluoro-4-methyl-phenyl)-1,3-dimethyl-butyl] (2S)-2-[(3-hydroxy-4-methoxy-pyridine-2-carbonyl)amino]propanoate OC=1C(=NC=CC1OC)C(=O)N[C@H](C(=O)O[C@H]([C@@H](C(C)C)C1=C(C=C(C=C1)C)F)C)C